(5S)-8-Chloro-N-(2,2-dimethylpropyl)-1-[trans-4-(pyridin-2-yloxy)cyclohexyl]-5,6-dihydro-4H-[1,2,4]triazolo[4,3-a][1]benzazepin-5-amin ClC=1C=CC2=C(C[C@@H](CC=3N2C(=NN3)[C@@H]3CC[C@H](CC3)OC3=NC=CC=C3)NCC(C)(C)C)C1